6-bromo-2-(6-azaspiro[2.5]octan-6-yl)nicotinic acid BrC1=NC(=C(C(=O)O)C=C1)N1CCC2(CC2)CC1